platinum (IV) carbon [C+4].[Pt+4]